C(C)(C)(C)OC(=O)NC(C(=O)O)CC=O 2-((tert-butoxycarbonyl)amino)-4-oxobutanoic acid